N1CC(C1)CN1CC2N(C(C1)C2)C=2C=C1C(N(C(C1=CC2F)=O)C2C(NC(CC2)=O)=O)=O 5-(3-(azetidin-3-ylmethyl)-3,6-diazabicyclo[3.1.1]heptan-6-yl)-2-(2,6-dioxopiperidin-3-yl)-6-fluoroisoindoline-1,3-dione